C(C)(C)(C)OC(=O)N1C[C@@]2(CC1)OCCN1C2=CC(=N1)C=1C=NC(=C(C1)C#N)N |r| (rac)-tert-butyl-2-(6-amino-5-cyanopyridin-3-yl)-6,7-dihydrospiro[pyrazolo[5,1-c][1,4]oxazine-4,3'-pyrrolidine]-1'-carboxylate